The molecule is a disaccharide that is alpha-D-galactopyranose in which the hydroxy group at position 4 has been converted into the corresponding beta-D-galactofuranoside. It is a glycoside and a glycosylgalactose. It derives from a beta-D-galactose and a beta-D-galactofuranose. C([C@@H]1[C@@H]([C@@H]([C@H]([C@H](O1)O)O)O)O[C@H]2[C@@H]([C@H]([C@@H](O2)[C@@H](CO)O)O)O)O